O[C@@]1(C(N(CC1)C)=O)C1=CC(=NO1)C=1C=C(C=CC1)C1=CC=CC(=N1)C(=O)N (R)-6-(3-(5-(3-Hydroxy-1-methyl-2-oxopyrrolidin-3-yl)isoxazol-3-yl)phenyl)picolinamide